3-(4-fluoro-1-oxo-5-(((2R,3S)-3-((tetrahydro-2H-pyran-3-yl)amino)tetrahydro-2H-pyran-2-yl)methyl)isoindolin-2-yl)piperidine-2,6-dione FC1=C2CN(C(C2=CC=C1C[C@H]1OCCC[C@@H]1NC1COCCC1)=O)C1C(NC(CC1)=O)=O